FC=1C=C(C(=O)NCC2=C3C=NNC3=CC=C2)C=C(C1C(F)(F)F)F 3,5-difluoro-N-(1H-indazol-4-ylmethyl)-4-(trifluoromethyl)-benzamide